(R)-(4,4-difluoropiperidin-1-yl)(6-(7-Methyl-5H-pyrrolo[2,3-b]pyrazin-2-yl)-8-(morpholin-3-yl)-3,4-dihydroisoquinolin-2(1H)-yl)Methanone FC1(CCN(CC1)C(=O)N1CC2=C(C=C(C=C2CC1)C=1N=C2C(=NC1)NC=C2C)[C@H]2NCCOC2)F